COC=1C=C2CCN(CC2=CC1OC)C(\C=C\C1=C(N=C2N1C=CC=C2)C2=CC=C(C=C2)F)=O (E)-1-(6,7-dimethoxy-3,4-dihydroisoquinolin-2(1H)-yl)-3-(2-(4-fluorophenyl)imidazo[1,2-a]pyridin-3-yl)prop-2-en-1-one